4-((2-(azetidin-1-ylmethyl)-6-fluorobenzyl)amino)-5-chloro-2-fluoro-N-(isoxazol-3-yl)-N-(4-methoxybenzyl)-benzenesulfonamide N1(CCC1)CC1=C(CNC2=CC(=C(C=C2Cl)S(=O)(=O)N(CC2=CC=C(C=C2)OC)C2=NOC=C2)F)C(=CC=C1)F